2,2'-methylenedithiodiacetic acid C(SCC(=O)O)SCC(=O)O